3-chloro-3',6'-difluoro-[1,1':2',1''-terphenyl]-2,2''-diol ClC1=C(C(=CC=C1)C=1C(=C(C=CC1F)F)C=1C(=CC=CC1)O)O